C(CCC)N(CCNC(=O)C1CCN(CC1)C1=NN=C(C=2C1=NN(C2C)C2=CC=CC=C2)C)CC N-(2-(butyl(ethyl)amino)ethyl)-1-(3,4-dimethyl-2-phenyl-2H-pyrazolo[3,4-d]pyridazin-7-yl)piperidine-4-carboxamide